N-ethyl-N-((2-nitrophenyl)sulfonyl)-L-valine C(C)N([C@@H](C(C)C)C(=O)O)S(=O)(=O)C1=C(C=CC=C1)[N+](=O)[O-]